N-(7-acetyl-2,3-dihydrobenzo[b][1,4]dioxin-6-yl)-2-bromoacetamide C(C)(=O)C=1C(=CC2=C(OCCO2)C1)NC(CBr)=O